FC1=CC(=CC2=C1N=C(N2C)C)NC(=O)C2=CC=C(C1=CN(N=C21)C)N2CCN(CC2)C(=O)OC(C)(C)C tert-butyl 4-{7-[(7-fluoro-2,3-dimethyl-1,3-benzodiazol-5-yl)carbamoyl]-2-methylindazol-4-yl}piperazine-1-carboxylate